(S)-2-chloro-N-(1-(5-(3-cyano-6-(2-hydroxy-2-methylpropoxy)pyrazolo[1,5-a]pyridin-4-yl)pyridin-2-yl)-3-methylpyrrolidin-3-yl)benzamide ClC1=C(C(=O)N[C@@]2(CN(CC2)C2=NC=C(C=C2)C=2C=3N(C=C(C2)OCC(C)(C)O)N=CC3C#N)C)C=CC=C1